benzyl (S)-2-((tert-butoxycarbonyl)amino)-3-(3-(3-((5-(difluoromethoxy)pyridin-2-yl)oxy)phenyl)-1,2,4-oxadiazol-5-yl)propanoate C(C)(C)(C)OC(=O)N[C@H](C(=O)OCC1=CC=CC=C1)CC1=NC(=NO1)C1=CC(=CC=C1)OC1=NC=C(C=C1)OC(F)F